CC1(C(CCCC1)=O)OO[Si](C)(C)C 2-Methyl-2-((trimethylsilyl)peroxy)cyclohexan-1-one